O1C(=CC=C1C(=O)[O-])C(=O)OCCO 2-hydroxyethyl 2,5-furandicarboxylate